N[C@@H]1C2=CC=CC=C2CC12CCN(CC2)C=2C(=NC(=C(N2)C)C2=C(C(=CC=C2)Cl)Cl)C(O)C2CC2 (3-((S)-1-amino-1,3-dihydrospiro[indene-2,4'-piperidin]-1'-yl)-6-(2,3-dichlorophenyl)-5-methylpyrazin-2-yl)(cyclopropyl)methanol